[Br-].C(C1=CC=CC=C1)[N+]1=CC=C(C=C1)OC1C(N(CC1)C)=O 3-(1-benzyl-pyridin-1-ium-4-yl)oxy-1-methyl-pyrrolidin-2-one bromide